(1-ethoxy-1-oxopropan-2-yl)triphenyl-phosphonium bromide [Br-].C(C)OC(C(C)[P+](C1=CC=CC=C1)(C1=CC=CC=C1)C1=CC=CC=C1)=O